2-[(3,5-dimethyl-1H-pyrazol-4-yl)amino]-4-[(2-fluoro-6-methylphenyl)amino]pyrimidine-5-carboxamide CC1=NNC(=C1NC1=NC=C(C(=N1)NC1=C(C=CC=C1C)F)C(=O)N)C